methyl-quinazoline-2,4-diamine CC1=C2C(=NC(=NC2=CC=C1)N)N